3-(2-cyanopropan-2-yl)-N-(4-methyl-3-(4-(4-(2-morpholinoethoxy)pyridin-3-yl)-1H-pyrazol-1-yl)phenyl)benzamide C(#N)C(C)(C)C=1C=C(C(=O)NC2=CC(=C(C=C2)C)N2N=CC(=C2)C=2C=NC=CC2OCCN2CCOCC2)C=CC1